N-[4-ethoxycarbonylmethylthiazole-2-yl]-N'-[(4-methoxyphenyl)acryloyl]thiourea C(C)OC(=O)CC=1N=C(SC1)NC(=S)NC(C=CC1=CC=C(C=C1)OC)=O